1-hydroxybenzotriazole-ammonia salt N.ON1N=NC2=C1C=CC=C2